2-((S)-1-acryloyl-4-(7-(5-chloroisoquinolin-4-yl)-2-(((S)-1-(methyl-d3)pyrrolidin-2-yl)methoxy)-5,6,7,8-tetrahydropyrido[3,4-d]pyrimidin-4-yl)piperazin-2-yl)acetonitrile C(C=C)(=O)N1[C@H](CN(CC1)C=1C2=C(N=C(N1)OC[C@H]1N(CCC1)C([2H])([2H])[2H])CN(CC2)C2=CN=CC1=CC=CC(=C21)Cl)CC#N